IC1=C2C=C3C(NC2=CC=C1)=NC=1C=CC=CC13 iodoindolo[2,3-b]quinoline